CC=1C(=C(C(OC1)O)OC)C dimethylmethoxypyranol